(S)-N-(5-fluoro-2-methyl-4-(N-(1-(1-methylpiperidin-4-yl)ethyl)sulfamoyl)phenyl)-2-methylbenzamide FC=1C(=CC(=C(C1)NC(C1=C(C=CC=C1)C)=O)C)S(N[C@@H](C)C1CCN(CC1)C)(=O)=O